FC1=CC=C(C(=N1)C(=C)C)CCO 2-(6-fluoro-2-(prop-1-en-2-yl)pyridin-3-yl)ethanol